6-Methyl-1-(6-methyl-4-(trifluoromethyl)pyridin-2-yl)-5-(2-(piperazin-1-yl)ethyl)-1,3a,4,5,10,11a-hexahydro-2H-benzo[b]pyrrolo[2,3-f][1,4]diazocine-2,11(3H)-dione CC1=CC=CC2=C1N(CC1C(C(N2)=O)N(C(C1)=O)C1=NC(=CC(=C1)C(F)(F)F)C)CCN1CCNCC1